1-(5-bromo-2,3,4,9-tetrahydro-1H-carbazol-3-yl)-3-(4-chloro-3-(trifluoromethyl)phenyl)urea BrC1=C2C=3CC(CCC3NC2=CC=C1)NC(=O)NC1=CC(=C(C=C1)Cl)C(F)(F)F